bis-(4-tritylphenyl)-carbonate C(C1=CC=CC=C1)(C1=CC=CC=C1)(C1=CC=CC=C1)C1=CC=C(C=C1)OC(OC1=CC=C(C=C1)C(C1=CC=CC=C1)(C1=CC=CC=C1)C1=CC=CC=C1)=O